3-[5-(isoquinolin-1-yl)-1-oxo-2,3-dihydro-1H-isoindol-2-yl]piperidine-2,6-dione C1(=NC=CC2=CC=CC=C12)C=1C=C2CN(C(C2=CC1)=O)C1C(NC(CC1)=O)=O